(R)-2-(2-(5-(3-Aminopiperidine-1-carbonyl)-7-methoxy-1-methyl-1H-benzo[d]imidazol-2-yl)-1H-indol-1-yl)acetonitrile, hydrochloride salt Cl.N[C@H]1CN(CCC1)C(=O)C1=CC2=C(N(C(=N2)C=2N(C3=CC=CC=C3C2)CC#N)C)C(=C1)OC